CC(C=CC(C(=O)O)NC(C1=CC=C(C=C1)COC1=CC=CC=C1)=O)(C)C 5,5-dimethyl-2-[p-(phenoxymethyl)benzoylamino]-3-hexenoic acid